2β-methylcarbomethoxy-3β-p-tolyldemethyltropane CCOC(=O)[C@@H]1[C@H]2CC[C@@H](C[C@@H]1C1=CC=C(C=C1)C)N2